N[C@@H](CC(OC(C)(C)C)=O)C(N([C@H](CC(NC[C@@H](N(C([C@@H](CC(=O)O)CC1=CC=CC=C1)=O)C)C)=O)CC1=CC=C(C=C1)Cl)C)=O (6S,9S,14S,17R)-6-amino-17-benzyl-9-(4-chlorobenzyl)-2,2,8,14,15-pentamethyl-4,7,11,16-tetraoxo-3-oxa-8,12,15-triazanonadecan-19-oic acid